ClC1=CC(=CC=2CN(CCOC21)CC=2C=NC(=NC2)OC)N2CCN(C1=CC(=CC=C21)F)C 9-chloro-7-(6-fluoro-4-methyl-2,3-dihydroquinoxalin-1-yl)-4-[(2-methoxypyrimidin-5-yl)methyl]-3,5-dihydro-2H-1,4-benzoxazepine